BrC1=CC=C2C=C(NC2=C1)CNC(=O)C1(CC1)C N-((6-bromo-1H-indol-2-yl)methyl)-1-methylcyclopropane-1-carboxamide